aluminium compound with ethylene C=C.[Al]